C(C)(=O)OC[C@H]1O[C@H](C[C@@H]1O[Si](C)(C)C(C)(C)C)N1C=2N=C(NC(C2N=C1)=O)NC(C1=CC=CC=C1)(C1=CC=CC=C1)C1=CC=C(C=C1)OC [(2R,3S,5R)-3-[(tert-butyldimethylsilyl) oxy]-5-(2-{[(4-methoxyphenyl) diphenylmethyl]amino}-6-oxo-1H-purin-9-yl) oxolan-2-yl]methyl acetate